2-((5-(6-chloro-1-(4-fluoro-2-methylphenyl)-4-oxo-1,4-dihydroquinazolin-3(2H)-yl)-6-methylpyridin-2-yl)oxy)acetic acid ClC=1C=C2C(N(CN(C2=CC1)C1=C(C=C(C=C1)F)C)C=1C=CC(=NC1C)OCC(=O)O)=O